ethyl (S)-3-(3'-chloro-6-methoxybiphenyl-3-yl)-3-((R)-4-methylphenylsulfinamido)propanoate ClC=1C=C(C=CC1)C1=CC(=CC=C1OC)[C@H](CC(=O)OCC)N[S@](=O)C1=CC=C(C=C1)C